2-fluoro-4-(piperidin-4-yl)phenol FC1=C(C=CC(=C1)C1CCNCC1)O